tert-butyl (1R,5S)-3-(7-chloro-8-fluoro-2-(methylsulfinyl)pyrido[4,3-d]pyrimidin-4-yl)-3,8-diazabicyclo[3.2.1]octane-8-carboxylate ClC1=C(C=2N=C(N=C(C2C=N1)N1C[C@H]2CC[C@@H](C1)N2C(=O)OC(C)(C)C)S(=O)C)F